7-(7-bromo-8-fluoro-6-iodo-2-((1-methylpiperidin-4-yl)oxy)quinazolin-4-yl)-2,7-diazaspiro[3.5]Nonane-2-carboxylic acid tert-butyl ester C(C)(C)(C)OC(=O)N1CC2(C1)CCN(CC2)C2=NC(=NC1=C(C(=C(C=C21)I)Br)F)OC2CCN(CC2)C